N(=[N+]=[N-])\C(\C(=O)OC)=C/C1=C(C=C(C=C1)Cl)F methyl (Z)-2-azido-3-(4-chloro-2-fluoro-phenyl)prop-2-enoate